BrC1=CC=C(C=C1)C=1NC=C(C1)C1=CC=CC=C1 2-(4-bromophenyl)-4-phenyl-1H-pyrrole